NCC=1C=C(C=CC1)C=1C=C(C2=C(C(=CO2)COC2=C(C=CC=C2)CC(=O)OCC)C1)CN1CCC(CC1)(F)F ethyl 2-(2-((5-(3-(aminomethyl)phenyl)-7-((4,4-difluoropiperidin-1-yl)methyl)benzofuran-3-yl)methoxy)phenyl)acetate